1-(((R)-7-((2S,4R)-4-(methylamino)-2-phenylpiperidine-1-carbonyl)-7-azaspiro[4.5]dec-10-yl)methyl)-4-phenylpyridin-2(1H)-one CN[C@H]1C[C@H](N(CC1)C(=O)N1CC2(CCCC2)[C@@H](CC1)CN1C(C=C(C=C1)C1=CC=CC=C1)=O)C1=CC=CC=C1